N=1N(N=CC1)C1=C(C=C(C=N1)C1N(C2=CC=CC(=C2CC1)C=1OC=CN1)C(=O)N)C(F)(F)F (6-(2H-1,2,3-triazol-2-yl)-5-(trifluoromethyl)pyridin-3-yl)-5-(oxazol-2-yl)-3,4-dihydroquinoline-1(2H)-carboxamide